C(#C)[C@]1([C@H](CC(O1)N1N=C(N=C1)C(=O)N)O)CO 1-((4s,5r)-5-ethynyl-4-hydroxy-5-(hydroxymethyl)tetrahydrofuran-2-yl)-1H-1,2,4-triazole-3-carboxamide